COC=1C=C(C=CC1[N+](=O)[O-])C1=NN(C=N1)C 3-(3-methoxy-4-nitro-phenyl)-1-methyl-1,2,4-triazole